2-(4-chloro-3-methoxy-phenyl)-6-methyl-5,6-dihydro-4H-1,3,4-oxadiazin ClC1=C(C=C(C=C1)C=1OC(CNN1)C)OC